C1(=CC=CC=C1)S(=O)(=O)OC=1C=C(C=CC1)NC(=O)NC1=CC(=CC=C1)OS(=O)(=O)C1=CC=C(C=C1)CC N-[3-(phenylsulfonyloxy)phenyl]-N'-[3-(p-ethylphenylsulfonyloxy)phenyl]urea